1-(4-methoxyphenyl)-7-oxo-6-[4-(2-oxo-1-piperidinyl)phenyl]-4,5,6,7-tetrahydro-1H-pyrazolo[3,4-C]pyridine-3-carboxamide COC1=CC=C(C=C1)N1N=C(C2=C1C(N(CC2)C2=CC=C(C=C2)N2C(CCCC2)=O)=O)C(=O)N